tert-butyl (1R,4R)-1-formyl-2-oxa-5-azabicyclo[2.2.1]heptane-5-carboxylate C(=O)[C@]12OC[C@H](N(C1)C(=O)OC(C)(C)C)C2